FC1=CC=C(C=C1)N1N=C(C=C1S(=O)(=O)C)C(=O)NC1=CC(=C(C=C1)C)OC=1C=C2C(N(C=NC2=CC1)C)=O 1-(4-fluorophenyl)-N-(4-methyl-3-((3-methyl-4-oxo-3,4-dihydroquinazolin-6-yl)oxy)phenyl)-5-(methylsulfonyl)-1H-pyrazole-3-carboxamide